4-Bromo-2-chloro-1-cyclopropoxybenzene BrC1=CC(=C(C=C1)OC1CC1)Cl